BrC=1C=C(C=NC1Cl)C(=O)NC1=CC=C(C=C1)OC(F)(F)Cl 5-bromo-6-chloro-N-[4-[chloro(difluoro)methoxy]phenyl]pyridine-3-carboxamide